(R)-2-(4-methyl-7-(1-methylpiperidin-3-yl)-6,7-dihydro-5H-pyrrolo[2,3-c]pyridazin-3-yl)-5-(trifluoromethyl)phenol CC=1C2=C(N=NC1C1=C(C=C(C=C1)C(F)(F)F)O)N(CC2)[C@H]2CN(CCC2)C